FC1=C(C(=CC(=C1)N1CC(C1)NC=1OC(=NN1)C=1C=C(C=CC1)C)F)C1C(NC(CC1)=O)=O 3-(2,6-difluoro-4-(3-((5-(m-tolyl)-1,3,4-oxadiazol-2-yl)amino)azetidin-1-yl)phenyl)piperidine-2,6-dione